(Z)-2-(eicosa-18-en-10-yl-(methyl)amino)ethane-1-thiol CCCCCCCCCC(CCCCCCC\C=C/C)N(CCS)C